ClC1=C(C=CC(=C1)C(F)(F)F)C=1C=C2C=NN(C2=CC1)C(CC(C)C)C=1C=CC(=NC1)C(=O)N 5-(1-(5-(2-chloro-4-(trifluoromethyl)phenyl)-1H-indazol-1-yl)-3-methylbutyl)picolinamide